CC1=C(C=NN1)C1=CC=C(C=C1)CC(=O)N r-(4-(5-methyl-1H-pyrazol-4-yl)phenyl)acetamide